CN1[C@@H](CCC1)C(=O)N1CCC(CC1)N1N=CC(=C1)C=1C=C(C=2N(C1)N=CC2C#N)SC2=NC=CC=C2 6-[1-[1-[(2S)-1-methylpyrrolidine-2-carbonyl]-4-piperidyl]pyrazol-4-yl]-4-(2-pyridylsulfanyl)pyrazolo[1,5-a]pyridine-3-carbonitrile